S(OC1=CC=C(C=C1)OCC1=CC(=CC=C1)Cl)(=O)(=O)F 4-((3-chlorobenzyl)oxy)phenyl sulfurofluoridate